4-(methylamino)-4-oxobutanoic acid CNC(CCC(=O)O)=O